(S)-1-(4-(2-fluoro-1-methoxypropan-2-yl)pyridin-2-yl)-N-(1-methyl-1H-indazol-7-yl)-1H-pyrazole-4-sulfonamide F[C@@](COC)(C)C1=CC(=NC=C1)N1N=CC(=C1)S(=O)(=O)NC=1C=CC=C2C=NN(C12)C